(R)-3,5-dichloro-4-(6-((6-((3,3,3-trifluoro-2-hydroxypropyl)amino)pyrimidin-4-yl)amino)-1H-pyrazolo[4,3-c]pyridin-1-yl)benzonitrile ClC=1C=C(C#N)C=C(C1N1N=CC=2C=NC(=CC21)NC2=NC=NC(=C2)NC[C@H](C(F)(F)F)O)Cl